COC=1C=C(C=C(C1C)OC)[C@H]([C@@H](CN1N=C2C(=CC=CC2=C1)C(=O)O)OCCC1=CC=CC=C1)O 2-[(2R,3R)-3-(3,5-dimethoxy-4-methyl-phenyl)-3-hydroxy-2-(2-phenylethoxy)propyl]indazole-7-carboxylic acid